tert-butyl 4-(2-bromoacetyl)piperazine-1-carboxylate BrCC(=O)N1CCN(CC1)C(=O)OC(C)(C)C